BrC=1C=CC(=C(C1)NC(OC(C)(C)C)=O)[N+](=O)[O-] tert-butyl (5-bromo-2-nitrophenyl)carbamate